5-bromo-2,2'-bithiophene-5'-formaldehyde BrC1=CC=C(S1)C=1SC(=CC1)C=O